C(C(C)C)[Ti]CC(C)C diisobutyltitanium